N-(2,4-dimethoxybenzyl)-9-fluoro-8-methoxy-2-(2-(methylsulfonyl)propyl)-[1,2,4]triazolo[1,5-c]quinazolin-5-amine COC1=C(CNC2=NC=3C=C(C(=CC3C=3N2N=C(N3)CC(C)S(=O)(=O)C)F)OC)C=CC(=C1)OC